C(C)(C)(C)C1OCC(CN(C1)C(=O)O)N tert-butyl-6-amino-1,4-oxazepane-4-carboxylic acid